(3-(1H-pyrazol-1-yl)phenyl)methylamine N1(N=CC=C1)C=1C=C(C=CC1)CN